4-{7-[(cyclopropylamino)methyl]-[1,2,4]triazolo[1,5-a]pyridin-5-yl}benzonitrile C1(CC1)NCC1=CC=2N(C(=C1)C1=CC=C(C#N)C=C1)N=CN2